5-(4-cyclopropyl-1H-imidazol-1-yl)-2-fluoro-N-(4-(4-isopropyl-4H-1,2,4-triazol-3-yl)pyrimidin-2-yl)-4-methylbenzamide C1(CC1)C=1N=CN(C1)C=1C(=CC(=C(C(=O)NC2=NC=CC(=N2)C2=NN=CN2C(C)C)C1)F)C